6'-Chloro-1'-(4-(1,1-difluoroethyl)pyrimidin-2-yl)-1',2'-dihydrospiro[piperidine-4,3'-pyrrolo[3,2-c]pyridine]-1-carboxylic acid ClC1=CC2=C(C=N1)C1(CN2C2=NC=CC(=N2)C(C)(F)F)CCN(CC1)C(=O)O